FC(C=1C=C(C=C(C1)C(F)(F)F)NC(=O)NC1=CC(=C(C(=C1)Cl)O)Cl)(F)F 1-(3,5-bis(trifluoromethyl)phenyl)-3-(3,5-dichloro-4-hydroxyphenyl)urea